C(C)C1=NNC(C(=C1C)C(F)(F)F)=O 3-Ethyl-4-methyl-5-(trifluoromethyl)-1H-pyridazin-6-one